C1(CC1)CN(C=1C=C2N=C(C=NC2=CC1)C=1C=NN(C1)C)C1=CC(=CC=C1)OC(F)F N-(Cyclopropylmethyl)-N-[3-(difluoromethoxy)phenyl]-3-(1-methylpyrazol-4-yl)quinoxalin-6-amine